8-(2-benzylmorpholino)-2-chloro-7,8-dihydro-1,6-naphthyridine-6(5H)-carboxylic acid tert-butyl ester C(C)(C)(C)OC(=O)N1CC=2C=CC(=NC2C(C1)N1CC(OCC1)CC1=CC=CC=C1)Cl